C(C=C)(=O)OCCOCCOCCOCCOC1=CC=C(C(=O)C2=CC=CC=C2)C=C1 4-(13-acryloyl-1,4,7,10,13-pentaoxatridecyl)-benzophenone